(2-(2-chloro-3-methoxyphenyl)-2H-pyrazolo[3,4-b]pyridin-5-yl)methanol ClC1=C(C=CC=C1OC)N1N=C2N=CC(=CC2=C1)CO